COC1=CC=C(C=C1)C1C2(C3=CC=CC=C3C1)CCC1(CC2)OCCO1 2''-(4-methoxyphenyl)-2'',3''-dihydrodispiro[[1,3]dioxolane-2,1'-cyclohexane-4',1''-indene]